oxetan-3-yl trans-N-[4-[5-[2-(ethylsulfamoyl)-4-isopentyloxyphenyl]thiazol-2-yl]cyclohexyl]carbamate C(C)NS(=O)(=O)C1=C(C=CC(=C1)OCCC(C)C)C1=CN=C(S1)[C@@H]1CC[C@H](CC1)NC(OC1COC1)=O